COC(=O)C1=NN(C2=NC=C(C=C21)Br)COCC[Si](C)(C)C 5-bromo-1-(2-trimethylsilylethoxymethyl)pyrazolo[3,4-b]pyridine-3-carboxylic acid methyl ester